5-cyclopropyl-3-((3-(2-(2-(4-(dimethylamino)-N-methylbut-2-enamido)propanamido)ethyl)-5-fluorophenyl)amino)-6-methylpyrazine-2-carboxamide C1(CC1)C=1N=C(C(=NC1C)C(=O)N)NC1=CC(=CC(=C1)F)CCNC(C(C)N(C(C=CCN(C)C)=O)C)=O